7-(6-amino-3-pyridinyl)-4-azaspiro[2.5]oct-7-ene-4-carboxylic acid tert-butyl ester C(C)(C)(C)OC(=O)N1C2(CC2)C=C(CC1)C=1C=NC(=CC1)N